NC(CC(C)(C)C=1N(C2=CC=CC(=C2C1C1=CC=C(C(=O)O)C=C1)O)C1=CC=C(C=C1)F)=O 4-[2-(3-amino-1,1-dimethyl-3-oxo-propyl)-1-(4-fluorophenyl)-4-hydroxy-indol-3-yl]benzoic acid